4-(methylthio)cyclohexanone CSC1CCC(CC1)=O